C(C)(C)(C)OC(=O)N[C@@H]1CC[C@H](CC1)O Trans-4-(tert-butyloxycarbonylamino)cyclohexanol